S(=O)(O)[O-].[Na+] sodium hydrogen-sulphite